NC=1C=CC(=C(OCC(=O)N(C)C)C1)OC1=CC=CC=C1 2-(5-amino-2-phenoxyphenoxy)-N,N-dimethylacetamide